2-(3,4-epoxycyclohexyl)ethane C1(CC2C(CC1)O2)CC